ClC=1C=CC(=C(C1)C1=CC(N(C=C1OC)[C@H](C(=O)NC1=CC(=C(C(=O)NC)C=C1)F)CC1=CC=CC=C1)=O)N1N=NC(=C1)C(F)(F)F (S)-4-(2-(4-(5-chloro-2-(4-(trifluoromethyl)-1H-1,2,3-triazol-1-yl)phenyl)-5-methoxy-2-oxopyridin-1(2H)-yl)-3-phenylpropionamido)-2-fluoro-N-methylbenzamide